N[C@H](C(=O)N[C@H](C(=O)N[C@@H]1C(N(C1)C1=CC=C(C=C1)F)=O)CCC1=CC=CC=C1)C(C)C (S)-2-amino-N-((S)-1-(((S)-1-(4-fluorophenyl)-2-oxoazetidin-3-yl)amino)-1-oxo-4-phenylbutan-2-yl)-3-methylbutanamide